ClC1=CC(=C(C=C1)C1=NC(=CC2=C1N=C(N(C2=O)C)CC)N2C[C@H](OCC2)C=2C=NN(C2)C)F 8-(4-chloro-2-fluoro-phenyl)-2-ethyl-3-methyl-6-[(2R)-2-(1-methylpyrazol-4-yl)morpholino]pyrido[3,4-d]pyrimidin-4-one